Ethyl 4-(((3R,4R,5S)-5-(3,4-dimethoxyphenyl)-4-(hydroxymethyl)tetrahydrofuran-3-yl)methyl)benzoate COC=1C=C(C=CC1OC)[C@@H]1[C@H]([C@H](CO1)CC1=CC=C(C(=O)OCC)C=C1)CO